(1R,2S,3R,4S)-3-(5-(((1s,4S)-4-carboxy-4-methylcyclohexyl)oxy)-4-fluoro-2-methoxybenzamido)bicyclo[2.2.1]heptane-2-carboxylic acid C(=O)(O)C1(CCC(CC1)OC=1C(=CC(=C(C(=O)N[C@H]2[C@H]([C@@H]3CC[C@H]2C3)C(=O)O)C1)OC)F)C